OC[C@H](C1=CC=CC=C1)NC1=NC(=NC=C1C1=NOC(=N1)C)NC1=CC=C2CC(N(CC2=C1)C)=O 7-[[4-[[(1S)-2-hydroxy-1-phenyl-ethyl]amino]-5-(5-methyl-1,2,4-oxadiazol-3-yl)pyrimidin-2-yl]amino]-2-methyl-1,4-dihydroisoquinolin-3-one